C(C)(C)C1=C(C=CC=C1)\N=C/1\SCC(N1C1=NC2=CC=C(C=C2C=C1)C1=NN(C=N1)C1=CC=C(C=C1)OC(F)(F)F)=O (2E)-2-(2-isopropylphenyl)imino-3-[6-[1-[4-(trifluoromethoxy)phenyl]-1,2,4-triazol-3-yl]-2-quinolinyl]thiazolidin-4-one